3-(2'-methylbenzimidazolyl)-7-diethylaminocoumarin CC=1NC2=C(N1)C=CC=C2C=2C(OC1=CC(=CC=C1C2)N(CC)CC)=O